C(C)(C)N(P(OCCC#N)O[C@@H]1[C@H](O[C@H]([C@@H]1F)N1C(NC(C=C1)=O)=O)OCP(=O)(OC)OC)C(C)C 2-cyanoethyl ((2R,3R,4R,5R)-2-((dimethoxyphosphoryl)methoxy)-5-(2,4-dioxo-3,4-dihydropyrimidin-1(2H)-yl)-4-fluorotetrahydrofuran-3-yl) diisopropylphosphoramidite